1-(3-(N,N'-di(tert-butoxycarbonyl)guanidino)propyl)-7-isobutyl-N-(naphthalen-1-ylmethyl)octahydro-6H-3,6-methanopyrrolo[3,2-c]pyridine-6-carboxamide C(C)(C)(C)OC(=O)N(C(=NC(=O)OC(C)(C)C)N)CCCN1CC2C3CNC(C(C31)CC(C)C)(C2)C(=O)NCC2=CC=CC3=CC=CC=C23